1-butyl-3-(5-isobutyl-3-{p-[(2-methyl-1H-imidazol-1-yl)methyl]phenyl}-2-thienylsulfonyl)urea C(CCC)NC(=O)NS(=O)(=O)C=1SC(=CC1C1=CC=C(C=C1)CN1C(=NC=C1)C)CC(C)C